ClC1=C(C=C(C=C1)NC(NCCN1N=C2C=CC=CC2=C1C(=O)N)=O)C 2-(2-(3-(4-chloro-3-methylphenyl)ureido)ethyl)-2H-indazole-3-carboxamide